C(C)OC(C(CC(CCC(C)C)C1=C(CC2(OCCO2)CC1)C(=O)[O-])(F)F)=O 8-(1-ethoxy-2,2-difluoro-7-methyl-1-oxooctan-4-yl)-1,4-dioxaspiro[4.5]dec-7-ene-7-carboxylate